1'-(tert-butoxycarbonyl)-1',2',3',6'-tetrahydro-[3,4'-bipyridine]-6-carboxylic acid C(C)(C)(C)OC(=O)N1CCC(=CC1)C=1C=NC(=CC1)C(=O)O